Nonenen C=CC=CCCCCC